NCCC(=O)N1CCN(CC1)C(=O)C1CC1 3-amino-1-[4-cyclopropaneformylpiperazin-1-yl]propan-1-one